2-ethyl-1,5-dimethylbenzimidazolium C(C)C=1NC2=C([N+]1C)C=CC(=C2)C